2-({[(9H-fluoren-9-yl)methoxy]carbonyl}[4-(N-methylacetamido)butyl]amino)acetic acid C1=CC=CC=2C3=CC=CC=C3C(C12)COC(=O)N(CC(=O)O)CCCCN(C(C)=O)C